N1=C2C(=CC=C1)CN(C2)C(=O)[O-] 5,7-dihydro-6H-pyrrolo[3,4-b]pyridine-6-carboxylate